benzyl (2-Fluoro-4-iodobutyl)carbamate FC(CNC(OCC1=CC=CC=C1)=O)CCI